N1C[C@@H](CC1)CNC(OC(C)(C)C)=O tert-butyl (R)-(pyrrolidin-3-ylmethyl)carbamate